NC1=CC(=C2C(CC(O2)C)=C1C#N)Cl 5-amino-7-chloro-2-methyl-2,3-dihydrobenzofuran-4-carbonitrile